5-[2-(4-carboxyphenylamino)vinyl]-4-cyano-3-phenylisoxazole C(=O)(O)C1=CC=C(C=C1)NC=CC1=C(C(=NO1)C1=CC=CC=C1)C#N